The molecule is conjugate base of dolichyl D-mannosyl phosphate arising from deprotonation of the free OH group of the phosphate. It is a conjugate base of a dolichyl D-mannosyl phosphate. CC(CC/C=C(/C)\\CC/C=C(\\C)/CC/C=C(\\C)/CCC=C(C)C)CCOP(=O)([O-])OC1[C@H]([C@H]([C@@H]([C@H](O1)CO)O)O)O